thieno[2,3-b]pyridinedione S1(C=CC=2C1=NC=CC2)(=O)=O